C1(=CCCC1)C=1C=CC(=C(O\C(\C(=O)OC)=C/OC)C1)C methyl (Z)-2-[5-(cyclopenten-1-yl)-2-methyl-phenoxy]-3-methoxy-prop-2-enoate